isopropyl (trans-4-(5-(4-(aminomethyl)-2-(N-(tert-butyl) sulfamoyl)phenyl)thiazol-2-yl)cyclohexyl)carbamate NCC1=CC(=C(C=C1)C1=CN=C(S1)[C@@H]1CC[C@H](CC1)NC(OC(C)C)=O)S(NC(C)(C)C)(=O)=O